1-(6-Bromohex-3-en-1-yl)-4-isobutylbenzene BrCCC=CCCC1=CC=C(C=C1)CC(C)C